C=1N=CN2C1C=CC=C2N2C(C1=CC=CC=C1C2=O)=O (imidazo[1,5-a]pyridin-5-yl)isoindoline-1,3-dione